C(=NN)(NN)NN.[N+](=O)([O-])[O-] triaminoguanidine nitrate